FC1=C(C#N)C=CC(=C1)O[C@H]1CN(C[C@]1([C@@H](C)O)O)S(=O)(=O)C=1C=NC(=CC1)OC(F)(F)F 2-fluoro-4-(((3S,4R)-4-hydroxy-4-((R)-1-hydroxyethyl)-1-((6-(trifluoromethoxy)pyridin-3-yl)sulfonyl)pyrrolidin-3-yl)oxy)benzonitrile